N-[(4-{[5-amino-6-fluoro-7-(8-methyl-2,3-dihydro-1H-pyrido[2,3-b][1,4]oxazin-7-yl)quinazolin-2-yl]amino}phenyl)methyl]acetamide NC1=C2C=NC(=NC2=CC(=C1F)C1=C(C2=C(OCCN2)N=C1)C)NC1=CC=C(C=C1)CNC(C)=O